[(2R)-2-Acetoxy-2-[(2R,3R,4R,5R)-3,4-diacetoxy-5-[2-(2-methylpropanoylamino)-6-oxo-1H-purin-9-yl]tetrahydrofuran-2-yl] ethyl] acetate C(C)(=O)OC[C@H]([C@H]1O[C@H]([C@@H]([C@@H]1OC(C)=O)OC(C)=O)N1C=2N=C(NC(C2N=C1)=O)NC(C(C)C)=O)OC(C)=O